2-[2-(3,4-difluoro-2-methyl-phenoxy)-4-methyl-5-(trifluoromethyl)-3-pyridyl]-5-tetrahydropyran-4-yloxy-1H-1,6-naphthyridin-4-one FC=1C(=C(OC2=NC=C(C(=C2C=2NC3=CC=NC(=C3C(C2)=O)OC2CCOCC2)C)C(F)(F)F)C=CC1F)C